C(\C=C\C(=O)O)(=O)O.N#CS thiocyanic acid, Fumarate salt